(R)-2-(Difluoromethyl)-4-methyl-4,5,6,7-tetrahydrothiazolo[5,4-c]pyridine FC(C=1SC=2[C@H](NCCC2N1)C)F